1,5-Naphthalenedicarboxylic acid C1(=CC=CC=2C(=CC=CC12)C(=O)O)C(=O)O